6-chloro-4-((4-nitrobenzyl)aminyl)nicotinamide ClC1=NC=C(C(=O)N)C(=C1)NCC1=CC=C(C=C1)[N+](=O)[O-]